OC=1C=C(C=CC1OC)\C=C\C(=O)C1=C(C=C(C=C1)OC)O 3,2'-Dihydroxy-4,4'-dimethoxychalcone